[N+](=O)([O-])C=1C=NN(N1)C1=C(C(=O)N)C=CC=C1 (5-nitro-2-triazolyl)benzamide